5-(2-(3-methylbenzylidene)hydrazinyl)-2-(pyridin-4-yl)pyrazolo[1,5-a]pyrimidin CC=1C=C(C=NNC2=NC=3N(C=C2)N=C(C3)C3=CC=NC=C3)C=CC1